3-ethynyl-4-methylbenzoic acid methyl ester COC(C1=CC(=C(C=C1)C)C#C)=O